Cl.Cl.CC1=CC(=NC=C1)C1=NC2=C(N1)C=CC(=C2)C(=N)N 2-(4-methylpyridin-2-yl)-1H-benzo[d]imidazole-5-carboxamidine dihydrochloride